tert-Butyl 4-((2-(2-(3-bromobenzamido)phenyl)benzofuran-6-yl)methyl)piperazine-1-carboxylate BrC=1C=C(C(=O)NC2=C(C=CC=C2)C=2OC3=C(C2)C=CC(=C3)CN3CCN(CC3)C(=O)OC(C)(C)C)C=CC1